C(OCC(C)(OCCC(C(C(C(F)(F)F)(F)F)(F)F)(F)F)OCCC(C(C(C(F)(F)F)(F)F)(F)F)(F)F)(OC1=CC=C(C=C1)[N+](=O)[O-])=O 2,2-bis((3,3,4,4,5,5,6,6,6-nonafluorohexyl)oxy)propyl (4-nitrophenyl) carbonate